C(/C1=CC=CC=C1)=C/1\C(N(C(C1)=O)C(CCCCCC[NH-])[C@H]1[C@H](CCCC1)O)=O 7-(3-((E)-benzylidene)-2,5-diketopyrrolidinyl)-N-((1S,2S)-2-hydroxycyclohexyl)heptylamide